C(C)(=O)N[C@]1([C@H](CC[C@H](C1)CCB1OC(C(O1)(C)C)(C)C)CN(CC1=CC=CC=C1)CC1=CC=CC=C1)C(=O)NC(C)(C)C (1R,2R,5R)-1-Acetamido-N-(tert-butyl)-2-((dibenzylamino)methyl)-5-(2-(4,4,5,5-tetramethyl-1,3,2-dioxaborolan-2-yl)ethyl)cyclohexane-1-carboxamide